N=1C=CN2N=CC=C(C21)C#N imidazo[1,2-b]pyridazine-8-carbonitrile